FC=1C=C(C#N)C=C(C1)N1CC2(CC2C1)C#CC1=NC(=CC=C1)OC 3-fluoro-5-(1-((6-methoxypyridin-2-yl)ethynyl)-3-azabicyclo[3.1.0]hexan-3-yl)benzonitrile